N-(3-chloro-5-(methylsulfonamido)phenyl)-4-(pyridin-3-yl)thiophene-2-carboxamide ClC=1C=C(C=C(C1)NS(=O)(=O)C)NC(=O)C=1SC=C(C1)C=1C=NC=CC1